ClC=1C(=NC(=NC1)NC1CCOCC1)C1=CC=C2CN(C(C2=C1)=O)CC(N1CCC(CC1)C1=CC=CC=C1)=O 6-{5-chloro-2-[(oxacyclohex-4-yl)amino]pyrimidin-4-yl}-2-[2-oxo-2-(4-phenylpiperidin-1-yl)ethyl]-2,3-dihydro-1H-isoindol-1-one